BrCC1=CC=C(C=C1)C1C(NC(CC1)=O)=O 3-(4-(bromomethyl)phenyl)piperidine-2,6-dione